C1(CCCC1)C1(C2=CNNC2=CC(=C1)CN1CCN(CC1)C)C(=O)NCC=1C(NC(=CC1C)C)=O 4-1-cyclopentyl-N-((4,6-dimethyl-2-oxo-1,2-dihydropyridin-3-yl)methyl)-6-((4-methylpiperazin-1-yl)methyl)-1H-indazole-4-carboxamide